FC=1C(=C(C=CC1F)C(C(O)C(=O)NC=1C=C2C=CN=CC2=CC1)[C@@H]([C@H](C(F)(F)F)C)C)OC (4s,5r)-3-(3,4-difluoro-2-methoxyphenyl)-N-(isoquinolin-6-yl)-4,5-dimethyl-5-(trifluoromethyl)oxapentane-2-carboxamide